Ethylorthosilicat C(C)O[Si]([O-])([O-])[O-]